N1-(5-((2,3-dichlorophenyl)thio)-6-methylpyrazin-2-yl)ethane-1,2-diamine ClC1=C(C=CC=C1Cl)SC=1N=CC(=NC1C)NCCN